C(C)(C)N1C(C2=CC=C(C=C2CC1)CNC=1C2=C(N=C(N1)C1=C(C=CC=C1)C(C)C)C=CO2)=O 2-Isopropyl-6-(((2-(2-isopropylphenyl)furo[3,2-d]pyrimidin-4-yl)amino)methyl)-3,4-dihydroisoquinolin-1(2H)-one